FC=1C=CC(=C2C=C(N(C12)CCNC1=NC=NC(=C1)C1=CC=C2C=CNC2=C1)C#N)OC 7-Fluoro-1-{2-[6-(1H-indol-6-yl)-pyrimidin-4-ylamino]-ethyl}-4-methoxy-1H-indol-2-carbonitril